CN(C)CC=1N(C2=CC(=CC=C2C(C1C)=O)C1=NC(=NC=C1F)N[C@@H]1C[C@H]2CO[C@@H]([C@H]1O)O2)C(C)C 2-((dimethylamino)methyl)-7-(5-fluoro-2-(((1S,3R,4S,5R)-4-hydroxy-6,8-dioxabicyclo[3.2.1]octan-3-yl)amino)pyrimidin-4-yl)-1-isopropyl-3-methylquinolin-4(1H)-one